3-cyclopropyl-3-(3-hydroxyphenyl)propionic acid C1(CC1)C(CC(=O)O)C1=CC(=CC=C1)O